ClC1([C@H]([C@@H]1C1=CC(=CC=C1)Cl)C(=O)O)Cl Trans-2,2-dichloro-3-(3-chlorophenyl)cyclopropane-1-carboxylic acid